N-[[6-(3,3-dimethylbutyl)-6-azaspiro[2.5]octan-2-yl]methyl]-6-(3,5-dimethylisoxazol-4-yl)pyridazin-3-amine CC(CCN1CCC2(C(C2)CNC=2N=NC(=CC2)C=2C(=NOC2C)C)CC1)(C)C